2-(1H-imidazol-5-yl)ethanol N1C=NC=C1CCO